N,N-dimethylaminohexyl acrylate C(C=C)(=O)OCCCCCCN(C)C